4-[6-[4-(1-piperazinyl)phenyl]pyrazolo[1,5-a]pyrimidin-3-yl]-quinoline N1(CCNCC1)C1=CC=C(C=C1)C=1C=NC=2N(C1)N=CC2C2=CC=NC1=CC=CC=C21